ClC=1C(=CC(=NC1)N[C@H]1[C@@H](COCC1)O)C1=CN=C(O1)C1CCNCC1 (3S,4R)-4-((5-chloro-4-(2-(piperidin-4-yl)oxazol-5-yl)pyridin-2-yl)amino)tetrahydro-2H-pyran-3-ol